NC1=C(C(=O)NC(C)C)C=C(C=N1)C1=C(C=C(C(=C1)F)NC([C@@H](O)C1=CC(=CC(=C1)F)F)=O)C (S)-2-amino-5-(4-(2-(3,5-difluorophenyl)-2-hydroxyacetamido)-5-fluoro-2-methylphenyl)-N-isopropylnicotinamide